COC1=CC=C(OCC(=O)N(C2CSCC2)C2=CC=CC=C2)C=C1 2-(4-methoxyphenoxy)-N-phenyl-N-tetrahydrothiophen-3-yl-acetamide